5-fluoro-N6-(spiro[4.5]decan-7-yl)-1H-pyrazolo[3,4-b]pyridine-3,6-diamine FC=1C=C2C(=NC1NC1CC3(CCCC3)CCC1)NN=C2N